7-Dimethylamino-4-methylquinolon CN(C1=CC=C2C(=CC(NC2=C1)=O)C)C